C(CCCCCCC\C=C/C[C@H](O)CCCCCC)(=O)OCC[C@H](CC[C@@H](C)[C@H]1CC[C@H]2[C@@H]3CCC4CCCC[C@]4(C)[C@H]3CC[C@]12C)C(C)C stigmastanol ricinoleate